3-(3-(Bromomethyl)-6-fluoropyridin-2-yl)piperidine-2,6-dione BrCC=1C(=NC(=CC1)F)C1C(NC(CC1)=O)=O